O1C(CCCC1)N1N=CC2=CC=C(C=C12)CC(=O)NC1=CC(=NC=C1)C(=O)OC methyl 4-[[2-(1-tetrahydropyran-2-ylindazol-6-yl)acetyl]amino]pyridine-2-carboxylate